COC1=C2C(=NC=C1)C(=C(N2COCC[Si](C)(C)C)C2=CC(=NC=C2)NC(C)=O)C2=NC=CC=C2 N-{4-[7-methoxy-3-(pyridin-2-yl)-1-{[2-(trimethylsilyl)ethoxy]methyl}-1H-pyrrolo[3,2-b]pyridin-2-yl]pyridin-2-yl}acetamide